NC=1C=CC(=NC1)N1CCC(CC1)OC1=CC=C(C=C1)CO (4-((1-(5-aminopyridin-2-yl)piperidin-4-yl)oxy)phenyl)methanol